bis(4-biphenylyl)-9,9'-spirobi[9H-fluoren]-2-amine C1(=CC=C(C=C1)C=1C(=C(C=2C3(C4=CC=CC=C4C2C1)C1=CC=CC=C1C=1C=CC=CC13)C1=CC=C(C=C1)C1=CC=CC=C1)N)C1=CC=CC=C1